(S)-1-((4-(cyclopropylethynyl)-2-oxo-4-(trifluoromethyl)-1,2,3,4-tetrahydroquinazolin-7-yl)methyl)-5-methylpyrimidine-2,4(1H,3H)-dione C1(CC1)C#C[C@@]1(NC(NC2=CC(=CC=C12)CN1C(NC(C(=C1)C)=O)=O)=O)C(F)(F)F